Ethyl (3S,4R)- and (3R,4S)-4-(((S)-1-phenylethyl)amino)tetrahydro-2H-pyran-3-carboxylate C1(=CC=CC=C1)[C@H](C)N[C@H]1[C@@H](COCC1)C(=O)OCC |&1:9,10|